CC=CC=CC=C(C)C 1,6-Dimethylhepta-1,3,5-triene